6-chloro-3-iodopyrazolo[3,4-b]pyrazine-5-methanol ClC1=C(NC=2C(=N1)N=NC2I)CO